C(C)O[Si](CCCN(CCC[Si](OC)(OC)OC)CCC[Si](OC)(OC)OC)(OCC)OCC 3-(Triethoxysilyl)-N,N-bis[3-(trimethoxysilyl)propyl]-1-propanamine